4-nitrophenyl (S)-(2-((tert-butoxycarbonyl)amino)propoxy)carbamate C(C)(C)(C)OC(=O)N[C@H](CONC(OC1=CC=C(C=C1)[N+](=O)[O-])=O)C